C(C)(C)(C)C=1C=C(C(=O)OCC(COC(C2=CC(=C(C(=C2)C(C)(C)C)O)C(C)(C)C)=O)(COC(C2=CC(=C(C(=C2)C(C)(C)C)O)C(C)(C)C)=O)COC(C2=CC(=C(C(=C2)C(C)(C)C)O)C(C)(C)C)=O)C=C(C1O)C(C)(C)C pentaerythritol tetrakis-(3,5-di-tert-butyl-4-hydroxybenzoate)